C=1(C(=CC=CC1)C[NH3+])C[NH3+] BENZENEDIMETHANAMINIUM